(S)-3-(8-(2-chloro-4-(2-oxooxazolidin-3-yl)phenyl)-9-(4-((1-(3-fluoropropyl)pyrrolidin-3-yl)oxy)phenyl)-6,7-dihydro-5H-benzo[7]annulen-3-yl)oxazolidin-2-one ClC1=C(C=CC(=C1)N1C(OCC1)=O)C=1CCCC2=C(C1C1=CC=C(C=C1)O[C@@H]1CN(CC1)CCCF)C=CC(=C2)N2C(OCC2)=O